1-((((2-(4'-Fluoro-2'-(4-methyl-4H-1,2,4-triazol-3-yl)-[1,1'-biphenyl]-3-yl)-7-(trifluoromethyl)-1H-benzo[d]imidazol-5-yl)methyl)amino)methyl)cyclopentane-1-carbonitrile FC1=CC(=C(C=C1)C1=CC(=CC=C1)C1=NC2=C(N1)C(=CC(=C2)CNCC2(CCCC2)C#N)C(F)(F)F)C2=NN=CN2C